[(1S,2S,4S,5S,7S,8R,9R,11S,13S)-1-methyl-17-oxo-7-propan-2-yl-3,6,10,16-tetraoxaheptacyclo[11.7.0.02,4.02,9.05,7.09,11.014,18]icos-14(18)-en-8-yl]oxymethyl phosphate P(=O)(OCO[C@@H]1[C@]2(O[C@H]2[C@@H]2O[C@@]23[C@]2(CCC=4C(OCC4[C@@H]2C[C@@H]2O[C@]132)=O)C)C(C)C)([O-])[O-]